FC(C1(CC1)C1=NN(C=C1)C(C(=O)O)C)(F)F 2-(3-(1-(trifluoromethyl)cyclopropyl)-1H-pyrazol-1-yl)propanoic acid